(Z)-2-(1-(4-(benzyloxy)-3,5-dimethoxybenzylidene)-5,6-dimethoxy-2-methyl-1H-inden-3-yl)acetic acid C(C1=CC=CC=C1)OC1=C(C=C(\C=C/2\C(=C(C3=CC(=C(C=C23)OC)OC)CC(=O)O)C)C=C1OC)OC